[Li].NCCC=1C=C(C=CC1)NC=1C(=NC(=C(N1)NC(C)C)CC)C(=O)N 3-((3-(2-aminoethyl)phenyl)amino)-6-ethyl-5-(isopropylamino)pyrazine-2-carboxamide lithium